bis(p-trifluoromethylphenyl) ethyl phosphate P(=O)(OC1=CC=C(C=C1)C(F)(F)F)(OC1=CC=C(C=C1)C(F)(F)F)OCC